ClC=1C=NC=C(C1[C@@H](C)OC=1C=C2C(=NNC2=CC1)C=1C=NC(=CC1)N1CCN(CC1)S(=O)(=O)N1CCN(CC1)C)Cl 5-[(1R)-1-(3,5-dichloro-4-pyridyl)ethoxy]-3-[6-[4-(4-methylpiperazin-1-yl)sulfonylpiperazin-1-yl]-3-pyridyl]-1H-indazole